ethyl 1-butanoate C(CCC)(=O)OCC